methyl 4-((hydroxyimino) methyl)-2-methylbenzoate ON=CC1=CC(=C(C(=O)OC)C=C1)C